C(C1=CC=CC=C1)OC1(C(=CC(N2C(C=3N(N1C2)C=C(C(C3)=O)C(=O)NCC3=C(C=C(C=C3)F)F)=O)C)C)C (benzyloxy)-N-(2,4-difluorobenzyl)-2,3,5-trimethyl-7,9-dioxo-2,5,7,9-tetrahydro-1,6-methanopyrido[1,2-b][1,2,5]triazonine-10-carboxamide